methyl-(pyrrolidin-3-yl)carbamic acid tert-butyl ester C(C)(C)(C)OC(N(C1CNCC1)C)=O